N[C@@H](CC1=CC=CC=C1)C(=O)[NH-] phenylalanyl-amide